FC(C(=O)O)(F)F.NC=1N=CC(=NC1C1=CN=CO1)C=1C=C(C=CC1C([2H])([2H])[2H])S(=O)(=O)NC12CCC(C1)(C2)O 3-(5-Amino-6-(oxazol-5-yl)pyrazin-2-yl)-N-(4-hydroxybicyclo[2.1.1]hexan-1-yl)-4-(methyl-d3)benzenesulfonamide trifluoroacetate salt